ClC1=NC(=CC2=C1CNC2=O)Cl 4,6-dichloro-2,3-dihydro-1H-pyrrolo[3,4-c]pyridin-1-one